OC1=C(C=C(C=C1)[C@@H]1N(C[C@H](CC1)C)C(C(=O)NC=1C=C(C=NC1)C(=O)N)=O)C 5-[[2-[(2R,5S)-2-(4-hydroxy-3-methyl-phenyl)-5-methyl-1-piperidyl]-2-oxo-acetyl]amino]pyridine-3-carboxamide